CC1=C(CNC2=NC=CC=C2)C=CC=C1 N-(2-methylbenzyl)pyridine-2-amine